C1=CC=C2C(=C1)C=CC(=O)NO2 BENZOXAZEPINONE